tetrahydro-1H,3H-pyrrolo[1,2-c][1,3,2]oxazaphosphole P1OCC2N1CCC2